tert-butyl (4-(bis(4-methoxybenzyl)amino)-2-butoxy-6-(((3-(pyrrolidin-1-ylmethyl)benzyl)amino)methyl)pyrimidin-5-yl)carbamate COC1=CC=C(CN(C2=NC(=NC(=C2NC(OC(C)(C)C)=O)CNCC2=CC(=CC=C2)CN2CCCC2)OCCCC)CC2=CC=C(C=C2)OC)C=C1